N-(4-((4-methylpiperazin-1-yl)methyl)-3-(trifluoromethyl)phenyl)benzo[d][1,3]dioxolane-5-carboxamide CN1CCN(CC1)CC1=C(C=C(C=C1)NC(=O)C1=CC2=C(OCO2)C=C1)C(F)(F)F